C(CC(O)(C(=O)O)CC(=O)[O-])(=O)[O-].[Na+].[Na+] disodium citrate salt